3-Bromo-8-(5-difluoromethyl-tetrazol-1-yl)-imidazo[1,2-a]pyridine-6-carboxylic acid (6-methyl-pyridin-3-ylmethyl)-amide CC1=CC=C(C=N1)CNC(=O)C=1C=C(C=2N(C1)C(=CN2)Br)N2N=NN=C2C(F)F